7-chloro-2,4-dihydro-1H-3,1-benzo-oxazine-2,4-dione ClC1=CC2=C(C(OC(N2)=O)=O)C=C1